BrC=1C=C(C=C(C1)OC)CNC(=O)[C@H]1N(C[C@@H](C1)O)C([C@H](C(C)(C)C)N1N=NC(=C1)C1CC1)=O (2S,4R)-N-[(3-bromo-5-methoxy-phenyl)methyl]-1-[(2S)-2-(4-cyclopropyltriazol-1-yl)-3,3-dimethyl-butanoyl]-4-hydroxy-pyrrolidine-2-carboxamide